OC1C(N(C(C1C1(NC2=CC=CC=C2C1=O)C1=CC=C(C=C1)C)=O)C)=O 3-Hydroxy-1-methyl-4-(3-oxo-2-(p-tolyl)indolin-2-yl)pyrrolidine-2,5-dione